C(C)(C)(C)OC(=O)NC=1C=C(C(=O)O)C=CC1 3-((tert-butoxycarbonyl)amino)benzoic acid